FC(COC1=NC(=CC(=N1)C=1C=NC(=NC1)C(F)(F)F)CNC(OC(C)(C)C)=O)(F)F tert-butyl (2-(2,2,2-trifluoroethoxy)-2'-(trifluoromethyl)-4,5'-bipyrimidin-6-yl)methylcarbamate